(R)-2-(1H-pyrazol-4-yl)-6-(tetrahydro-2H-pyran-4-yl)-4,5,7,8-tetrahydro-3-oxa-1-thia-5a,8-diazabenzo[cd]azulen-9(6H)-one N1N=CC(=C1)C=1SC=2C(NC[C@H](N3C2C1OCC3)C3CCOCC3)=O